NC1=C2N=C(N(C2=NC=N1)CCNS(=O)(=O)C)SC1=CC2=C(CCO2)C=C1I N-(2-(6-Amino-8-(5-iodo-2,3-dihydro-benzofuran-6-ylsulfanyl)-purin-9-yl)-ethyl)-methanesulfonamide